zinc tetrakis[(4-methylhexenoyloxy)phenyl]porphyrin CC(C=CC(=O)OC1=C(C=CC=C1)C1=C2C=CC(C(=C3C=CC(=C(C=4C=CC(=C(C5=CC=C1N5)C5=C(C=CC=C5)OC(C=CC(CC)C)=O)N4)C4=C(C=CC=C4)OC(C=CC(CC)C)=O)N3)C3=C(C=CC=C3)OC(C=CC(CC)C)=O)=N2)CC.[Zn]